(6-Cyanopyridin-2-yl)-1-(2-methoxypyrimidin-5-yl)-1-((5-(trifluoromethyl)-1H-pyrazol-3-yl)methyl)urea C(#N)C1=CC=CC(=N1)NC(N(CC1=NNC(=C1)C(F)(F)F)C=1C=NC(=NC1)OC)=O